N-(6-(1-(2-((tert-butyldimethylsilyl)oxy)ethyl)piperidin-4-yl)-4-fluoro-1H-benzo[d]imidazol-2-yl)-6-(trifluoromethyl)quinolin-2-amine [Si](C)(C)(C(C)(C)C)OCCN1CCC(CC1)C=1C=C(C2=C(NC(=N2)NC2=NC3=CC=C(C=C3C=C2)C(F)(F)F)C1)F